Tert-butyl (2-((2,3-dihydro-1H-inden-2-yl)carbamoyl)-6-((2-hydroxy-3-methylphenyl)-amino)pyridin-4-yl)carbamate C1C(CC2=CC=CC=C12)NC(=O)C1=NC(=CC(=C1)NC(OC(C)(C)C)=O)NC1=C(C(=CC=C1)C)O